ClC1=C(C(=O)NC2=C3C=NN(C3=CC=C2)C2=CC(=C(C=C2)OC(F)(F)F)C)C=C(C=C1)CNC(C(C)(C)C)=O 2-chloro-5-{[(2,2-dimethylpropionyl)amino]methyl}-N-{1-[3-methyl-4-(trifluoromethoxy)phenyl]-1H-indazol-4-yl}benzamide